OC1(CC(C1)C(=O)N1CC2(C1)CC(C2)CC2=CC1=C(C=N2)C=CN1C)C ((1s,3s)-3-hydroxy-3-methylcyclobutyl)(6-((1-methyl-1H-pyrrolo[3,2-c]pyridin-6-yl)methyl)-2-azaspiro[3.3]hept-2-yl)methanone